ClC=1C(=C(C(=CC1)N1N=NC=C1)C=1N=CN(C(C1)=O)C1CCC[C@H](C(NC=2C=NN(C2C=2C=CC=C1C2)C)=O)C)F (9R)-13-{4-[3-chloro-2-fluoro-6-(1H-1,2,3-triazol-1-yl)phenyl]-6-oxo-1,6-dihydropyrimidin-1-yl}-3,9-dimethyl-3,4,7-triazatricyclo[12.3.1.02,6]Octadeca-1(18),2(6),4,14,16-pentaen-8-one